Cl.S(C1=CC=CC=C1)(=O)Cl ThIAbenzoyl chloride hydrochloride salt